C(C)(C)(C)C1=NN(C=C1C=O)C 3-tert-butyl-1-methyl-pyrazole-4-carbaldehyde